tert-butyl N-({4-[(4-bromo-3-fluorophenyl)carbamoyl]phenyl}methyl)carbamate BrC1=C(C=C(C=C1)NC(=O)C1=CC=C(C=C1)CNC(OC(C)(C)C)=O)F